FC(COC1=C(C=CC=C1)N1N=CC=C(C1=O)C(=O)NC1=C(C=C(C=C1)C(C)(C)O)C)F 2-[2-(2,2-difluoroethoxy)phenyl]-N-[4-(2-hydroxypropan-2-yl)-2-methylphenyl]-3-oxo-2,3-dihydropyridazine-4-carboxamide